1-[4-[[3-(2,3-difluoro-4-methoxyphenyl)imidazo[1,2-a]pyrazin-8-yl]amino]-2-methylbenzoyl]-N-[(3-hydroxyazetidin-3-yl)methyl]piperidine-4-carboxamide FC1=C(C=CC(=C1F)OC)C1=CN=C2N1C=CN=C2NC2=CC(=C(C(=O)N1CCC(CC1)C(=O)NCC1(CNC1)O)C=C2)C